BrC=1SC(=CN1)C(=O)N1CCC(CC1)N1CC(CCC1)C1=CC=CC=C1 (2-Bromo-1,3-thiazol-5-yl)[3-phenyl[1,4'-bipiperidine]-1'-yl]methanone